2,6-bis(isoprenyl)-4-[3-oxo-3-(2,4-dihydroxy-3-isoprenylphenyl)prop-1-enyl]phenolate C(=CC(C)=C)C1=C(C(=CC(=C1)C=CC(C1=C(C(=C(C=C1)O)C=CC(C)=C)O)=O)C=CC(C)=C)[O-]